3-(methoxymethyl)quinolin COCC=1C=NC2=CC=CC=C2C1